COC(C1=C(C=C(C(=C1)NCC1(CC1)CF)N)F)=O 4-amino-2-fluoro-5-(((1-(fluoromethyl)cyclopropyl)methyl)amino)benzoic acid methyl ester